hydroxy-4-((3-(2-(2-(3,5-difluorophenyl)acetamido)ethyl)-5-methoxy-1H-indol-1-yl)methyl)-benzamide OC1=C(C(=O)N)C=CC(=C1)CN1C=C(C2=CC(=CC=C12)OC)CCNC(CC1=CC(=CC(=C1)F)F)=O